CC1CC(CC1)NC[C@H](O)C1=CC=CC=C1 (R)-α-[[(3-Methylcyclopentyl)amino]methyl]benzenemethanol